OC1=CC(=CC=2C(C3=CC=CC(=C3C(C12)=O)O)=O)C(=O)N1CC2=CC=CC=C2CC1 1,8-dihydroxy-3-(1,2,3,4-tetrahydroisoquinoline-2-carbonyl)anthracene-9,10-dione